9(10H)-anthrone C1=CC=CC=2CC3=CC=CC=C3C(C12)=O